2-(phenylamino)-2-(p-tolyl)acetonitrile C1(=CC=CC=C1)NC(C#N)C1=CC=C(C=C1)C